3-(2-aminopropyl)-5-(4-(5-(trifluoromethyl)pyrimidin-2-yl)piperazin-1-carbonyl)oxazolidin-2-one NC(CN1C(OC(C1)C(=O)N1CCN(CC1)C1=NC=C(C=N1)C(F)(F)F)=O)C